(1r,3r)-3-(benzo[d]thiazol-4-yl)cyclobutyl (4-nitrophenyl) carbonate C(OC1CC(C1)C1=CC=CC2=C1N=CS2)(OC2=CC=C(C=C2)[N+](=O)[O-])=O